cyclopropyl-C-(6-fluoro-quinolin-3-yl)-methylamine C1(CC1)NCC=1C=NC2=CC=C(C=C2C1)F